O=C1N2C(CCC2CNCC1NC(=O)OC(C)(C)C)C(C)C 2-oxo-3-((tert-butoxycarbonyl)amino)-10-isopropyl-1,5-diazabicyclo[5.3.0]decane